1,3-bis(4-bromophenyl)acetone BrC1=CC=C(C=C1)CC(=O)CC1=CC=C(C=C1)Br